3-dimethylphosphoryl-N,N-bis[(4-methoxyphenyl)methyl]benzenesulfonamide CP(=O)(C)C=1C=C(C=CC1)S(=O)(=O)N(CC1=CC=C(C=C1)OC)CC1=CC=C(C=C1)OC